N-allylisatoic anhydride C(C=C)N1C=2C(C(=O)OC1=O)=CC=CC2